(1R,3S)-3-(3-{[(3-chloro-4-methylpyridin-2-yl)-acetyl]amino}-1H-pyrazol-5-yl)cyclopentyl (1-meth-ylcyclopropyl)carbamate CC1(CC1)NC(O[C@H]1C[C@H](CC1)C1=CC(=NN1)NC(CC1=NC=CC(=C1Cl)C)=O)=O